(4-(4-ethylphenyl)butyl)-2,3-dihydro-1-indenone C(C)C1=CC=C(C=C1)CCCCC1C(C2=CC=CC=C2C1)=O